5-(2,5-difluorophenyl)-3-(ethylamino)-4H-benzo[e][1,2,4]thiadiazine 1,1-dioxide FC1=C(C=C(C=C1)F)C1=CC=CC2=C1NC(=NS2(=O)=O)NCC